methyl (S)-2-((4-((6-((4-cyano-2-fluorobenzyl) oxy) pyridin-2-yl) amino) piperidin-1-yl) methyl)-1-(oxetan-2-ylmethyl)-1H-benzo[d]imidazole-6-carboxylate C(#N)C1=CC(=C(COC2=CC=CC(=N2)NC2CCN(CC2)CC2=NC3=C(N2C[C@H]2OCC2)C=C(C=C3)C(=O)OC)C=C1)F